2-(hydroxymethyl)butanoic acid OCC(C(=O)O)CC